C(C)(C)OC1=C(C=C2C(=CN=C(C2=C1)OC[C@H]1NC(CC1)=O)C#CCN1CCOCC1)C(=O)N (S)-7-isopropoxy-4-(3-morpholinoprop-1-yn-1-yl)-1-((5-oxopyrrolidin-2-yl)methoxy)isoquinoline-6-carboxamide